(9H-Fluoren-9-yl)methyl((2S)-4-(benzylamino)-1-cyclopropyl-3-hydroxy-4-oxobutan-2-yl)carbamate C1=CC=CC=2C3=CC=CC=C3C(C12)OC(N([C@@H](CC1CC1)C(C(=O)NCC1=CC=CC=C1)O)C)=O